C(C)(C)(C)OC(=O)N1C2CN(CC1CC2)C2=NC(=NC1=C(C(=C(C=C21)Cl)C2=CC(=CC1=CC=CC=C21)O)F)O[C@@H](C(OC)OC)C 3-(6-chloro-2-(((R)-1,1-dimethoxyprop-2-yl)oxy)-8-fluoro-7-(3-hydroxynaphthalen-1-yl)quinazolin-4-yl)-3,8-diazabicyclo[3.2.1]octane-8-carboxylic acid tert-butyl ester